C(C)(C)OC(=O)N1C(CCC1C)C N-(isopropoxycarbonyl)-2,5-dimethylpyrrolidine